Cis-6-carbamoyl-6-azabicyclo[3.1.1]heptane-2-carboxylic acid methyl ester COC(=O)C1C2N(C(CC1)C2)C(N)=O